(S)-1-(4-((7-chloro-1-methyl-6-(pyrazolo[1,5-a]pyrazin-3-yloxy)-1H-imidazo[4,5-b]pyridin-2-yl)amino)-2-(trifluoromethyl)benzyl)pyrrolidin-3-ol ClC1=C2C(=NC=C1OC=1C=NN3C1C=NC=C3)N=C(N2C)NC2=CC(=C(CN3C[C@H](CC3)O)C=C2)C(F)(F)F